diethylaminobenzoyl-coumarin C(C)N(CC)C1=C(C(OC2=CC=CC=C12)=O)C(C1=CC=CC=C1)=O